BrN1C(C2(C3=CC=CC=C13)CCC(CC2)=O)=O bromospiro[cyclohexane-1,3'-indoline]-2',4-dione